N1(N=NC2=C1C=CC=C2)O[P+](N2CCCC2)(N2CCCC2)N2CCCC2 (benzotriazol-1-yl-oxy)-tripyrrolidinyl-phosphonium